O(C#N)C1=CC=C(C=C1)C1(OC(C2=C1C=CC=C2)=O)C2=CC=C(C=C2)OC#N 3,3-bis(4-cyanatophenyl)-2-benzofuran-1-one